BrC1=CC=C(C=C1)[SH2](C1=CC=C(C=C1)C)=N (4-bromophenyl)(imino)(p-tolyl)-λ6-sulfane